CC1=C(C=C)C=CC(=C1)O 2-methyl-p-hydroxystyrene